FC(OC1=C(C=CC=C1)C1=NN2C(=NC=3C=CC=CC3C2=N1)N[C@H]1C(NCCCC1)=O)F (3R)-3-({2-[2-(difluoromethoxy)phenyl][1,2,4]triazolo[1,5-c]quinazolin-5-yl}amino)azepan-2-one